(3aR,5s,6aS)-2-((tetrahydro-2H-pyran-4-yl)methyl)-N-(6-(2-(trifluoromethyl)pyridin-3-yl)pyridazin-3-yl)octahydrocyclopenta[c]pyrrol-5-amine O1CCC(CC1)CN1C[C@@H]2[C@H](C1)CC(C2)NC=2N=NC(=CC2)C=2C(=NC=CC2)C(F)(F)F